C(CCCCCCC)C=1C(=C(C(=C(C1C(=O)O)C(=O)O)CCCCCCCC)C(=O)O)CCCCCCCC.C(C=1C(C(=O)OCCCCCCCC)=CC(C(=O)OCCCCCCCC)=CC1)(=O)OCCCCCCCC trioctyl trimellitate (trioctyl trimellitate)